ClC1=C(C(=C(C=C1OC)OC)Cl)C=1NC(C=2C=C(N=CC2C1)N[C@H]1[C@H](COC1)NC(C=C)=O)=O N-((3R,4S)-4-((7-(2,6-dichloro-3,5-dimethoxyphenyl)-5-oxo-5,6-dihydro-2,6-naphthyridin-3-yl)amino)tetrahydrofuran-3-yl)acrylamide